(1r,2'R,4R)-4-(3-chloroanilino)-6'-fluoro-2'-{(2R)-2-methyl-3-[(thieno[3,2-b]pyridin-7-yl)oxy]propyl}-2',3'-dihydrospiro[cyclohexane-1,1'-indene]-4-carboxylic acid ClC=1C=C(NC2(CCC3([C@@H](CC4=CC=C(C=C34)F)C[C@H](COC3=C4C(=NC=C3)C=CS4)C)CC2)C(=O)O)C=CC1